(R)-2-(4-(difluoromethyl)-5-(4-(pyrazolo[1,5-a]pyridin-2-yl)-4,5,6,7-tetrahydro-1H-imidazo[4,5-c]pyridine-5-carbonyl)oxazol-2-yl)-2-methylpropanenitrile FC(C=1N=C(OC1C(=O)N1[C@H](C2=C(CC1)NC=N2)C2=NN1C(C=CC=C1)=C2)C(C#N)(C)C)F